C(C)(C)(C)OC(=O)NC=1SC(=C(N1)C(C(=O)O)=O)Cl {2-[(tert-Butoxycarbonyl)amino]-5-chloro-1,3-thiazol-4-yl}(oxo)acetic acid